COC(=O)[C@@]12CCCN2[C@H]([C@H](C1)C(=O)OC(C)(C)C)COS(=O)(=O)C1=CC=C(C)C=C1 (2S,3R,7aR)-3-((tosyloxy)methyl)tetrahydro-1H-pyrrolizine-2,7a(5H)-dicarboxylic acid 2-(tert-butyl) 7a-methyl ester